C(C)OC(=O)C1=CN(C2=CC(=CC=C2C1=O)Br)C 7-bromo-1-methyl-4-oxo-1,4-dihydroquinoline-3-carboxylic acid ethyl ester